ClC1=NC=C(C(=C1)N1C[C@H](CCC1)NC(OC(C)(C)C)=O)C1=CC2=C(N(CCO2)C)C=C1 tert-butyl N-[(3S)-1-[2-chloro-5-(4-methyl-2,3-dihydro-1,4-benzoxazin-7-yl)-4-pyridyl]-3-piperidyl]carbamate